C(C=C)(=O)OC[Si](OCC)(OCC)OCC acryloxymethyltriethoxysilane